hydrazine dithioformate platinum [Pt+2].C(=S)[S-].NN.C(=S)[S-]